(2R,3S,4R,5R)-5-cyano-2-((2-cyclobutylacetoxy)methyl)-4-hydroxy-5-(4-pentanamidopyrrolo[2,1-f][1,2,4]triazin-7-yl)tetrahydrofuran-3-yl (S)-2-amino-3,3-dimethylbutanoate N[C@H](C(=O)O[C@@H]1[C@H](O[C@]([C@@H]1O)(C1=CC=C2C(=NC=NN21)NC(CCCC)=O)C#N)COC(CC2CCC2)=O)C(C)(C)C